(2Z,6Z,10Z)-geranylgeranial C(\C=C(\C)/CCC=C(C)C)CC(C)=CCC\C(\C)=C\C=O